N1,N1,N6,N6-tetraallyl-hexane-1,6-diamine C(C=C)N(CCCCCCN(CC=C)CC=C)CC=C